2-[4-(2-hydroxyethyl)piperazin-1-yl]ethanol (2-cyanopyridin-4-yl)(2,3-dichloro-6-hydroxyphenyl)methyl-N,N-diethylcarbamate C(#N)C1=NC=CC(=C1)C(C1=C(C(=CC=C1O)Cl)Cl)C(C)N(C(=O)OCCN1CCN(CC1)CCO)CC